FC1=C(OC=2C=CC(=NC2)C2(CC23CCNCC3)C(=O)N)C=CC(=C1)F (5-(2,4-difluorophenoxy)pyridin-2-yl)-6-azaspiro[2.5]octane-1-carboxamide